ClC=1C=C2C=NC(=NC2=CC1C1CCN(CC1)[C@@H]1[C@@H](COC1)O)NC1=CC(=NN1C)C |o1:17,18| (3S,4S) or (3R,4R)-4-(4-{6-chloro-2-[(1,3-dimethyl-1H-pyrazol-5-yl)amino]quinazolin-7-yl}piperidin-1-yl)oxolan-3-ol